BrC=1C(N(C(=CC1OCC1=C(C=C(C=C1)F)F)C)CC1=NC=C(C=C1)CO)=O 3-bromo-4-[(2,4-difluorobenzyl)oxy]-1-{[5-(hydroxymethyl)pyridin-2-yl]methyl}-6-methylpyridin-2(1H)-one